COCCNC(=O)NC1=CC(=C(C=C1)B1OC(C(O1)(C)C)(C)C)C 1-(2-methoxyethyl)-3-[3-methyl-4-(4,4,5,5-tetramethyl-1,3,2-dioxaborolan-2-yl)phenyl]urea